(5-ethoxy-4-methoxy-pyrimidin-2-yl)amine C(C)OC=1C(=NC(=NC1)N)OC